di-TMS-5-fluorouracil [Si](C)(C)(C)C1(C(C(NC(N1)=O)=O)F)[Si](C)(C)C